N-[2,8-dimethylimidazo[1,2-b]pyridazin-6-yl]-4-(piperidin-4-yl)-1-benzofuran-7-carboxamide CC=1N=C2N(N=C(C=C2C)NC(=O)C2=CC=C(C=3C=COC32)C3CCNCC3)C1